C(C)(C)(C)OC(=O)N1CCCC2=NC=C(C(=C12)C)B1OC(C(O1)(C)C)(C)C 8-methyl-7-(4,4,5,5-tetramethyl-1,3,2-dioxaborolan-2-yl)-3,4-dihydro-2H-1,5-naphthyridine-1-carboxylic acid tert-butyl ester